2-(3-fluorophenyl)-3-phenyl-1-propene FC=1C=C(C=CC1)C(=C)CC1=CC=CC=C1